CN1C(N(C2=C1C(=CC=C2)C#CCNC)C2C(NC(CC2)=O)=O)=O 3-(3-methyl-4-(3-(methylamino)prop-1-yn-1-yl)-2-oxo-2,3-dihydro-1H-benzo[d]imidazol-1-yl)piperidine-2,6-dione